3-(5-Bromo-2H-benzo[d][1,2,3]triazol-2-yl)piperidine-2,6-dione BrC1=CC=2C(=NN(N2)C2C(NC(CC2)=O)=O)C=C1